N-Boc-1,2,3,6-tetrahydro-2-pyridinecarboxylic acid C(=O)(OC(C)(C)C)N1C(CC=CC1)C(=O)O